FC1(CN(C1)C=1C=NC2=CC=CC(=C2N1)NC(OC(C)(C)C)=O)F tert-butyl (3-(3,3-difluoroazetidin-1-yl)quinoxaline-5-yl)carbamate